C(C)(C)(C)OC(=O)N1C2CN(CC1CC2)C2=NC(=CC1=CC(=NC=C21)Cl)Cl tert-butyl-3-(3,6-dichloro-2,7-naphthyridin-1-yl)-3,8-diazabicyclo[3.2.1]octane-8-carboxylate